C1(=C(C(=C(C(=C1[2H])[2H])[2H])[2H])[2H])C1=C(C2=CC3=CC=CC=C3C=C2C=C1)C1=COC=2C1=CC=C1C2C=CC2=CC=CC=C21 (phenyl-d5)(naphthobenzofuranyl)anthracene